NC1=NC=C(C=N1)C1CC(C1)C (3-(2-aminopyrimidin-5-yl)cyclobutyl)methan